(E)-1-(3-(3-methoxy-4-((2-methylbenzyl)oxy)phenyl)acrylamido)cyclopentane-1-carboxylic acid ethyl ester C(C)OC(=O)C1(CCCC1)NC(\C=C\C1=CC(=C(C=C1)OCC1=C(C=CC=C1)C)OC)=O